N1[C@@H](CN[C@H]2CCCC[C@H]12)CCO 2-((2R,4aS,8aS)-decahydroquinoxalin-2-yl)ethan-1-ol